BrC=1C=C(C=CC1)C1=CC(=C(S1)C(=O)N[C@@H]1CNCCC1)NC(=O)N (S)-5-(3-bromophenyl)-N-(piperidin-3-yl)-3-ureidothiophene-2-carboxamide